N-methyl-N-(2-oxo-2-(4-(5-(trifluoromethyl)-1,2,4-oxadiazol-3-yl)phenyl)ethyl)isoxazole-4-sulfonamide CN(S(=O)(=O)C=1C=NOC1)CC(C1=CC=C(C=C1)C1=NOC(=N1)C(F)(F)F)=O